C1=CC=C(C=C1)CSC2=NC=C3C(=N2)N=C(N3)[N+](=O)[O-] nitrobenzylthiopurine